1-(pyridin-2-yl)ethane-1-ol N1=C(C=CC=C1)C(C)O